(S)-3-((4-((1S,6S)-7,7-difluoro-3-azabicyclo[4.1.0]heptan-6-yl)-2-methylphenyl)amino)piperidine-2,6-dione FC1([C@]2(CCNC[C@@H]12)C1=CC(=C(C=C1)N[C@@H]1C(NC(CC1)=O)=O)C)F